N[C@@H](CC(=O)[O-])C(=O)[O-].N[C@@H](CC(=O)[O-])C(=O)[O-].[Mg+2].[Mg+2] magnesium bisaspartate